NC1(CC(C1)NC=1N=CC2=C(N1)C(=NC=C2)NC(C)C)C 2-(((1r,3r)-3-Amino-3-methylcyclobutyl)amino)-8-(isopropylamino)pyrido[3,4-d]pyrimidine